C#CCOCCOCCOCCOCCOCC#C 4,7,10,13,16-pentaoxanonadeca-1,18-diyne